O=C1CC(CCC1=O)CC(=O)O 3,4-dioxocyclohexaneacetic acid